(R)-N-(2-(isoquinolin-1-yl)propan-2-yl)-2-methylpropan-2-sulfinamide C1(=NC=CC2=CC=CC=C12)C(C)(C)N[S@](=O)C(C)(C)C